C(C)(C)(C)OC(=O)N1C(CC(CC1)(F)F)C1=CN=NC(=C1)N 2-(6-Aminopyridazin-4-yl)-4,4-difluoropiperidine-1-carboxylic acid tert-butyl ester